C(C)(C)(C)OC(=O)N1CC(C1)(O)C#CC=1C=NC=C(C1)[C@](C1=CC=C(C=C1)C(C)C)(O)C1(CN(C1)C)C 3-{5-[(R)-(1,3-dimethyl-azetidin-3-yl)-hydroxy-(4-isopropyl-phenyl)-methyl]-pyridin-3-ylethynyl}-3-hydroxy-azetidine-1-carboxylic acid tert-butyl ester